N-(6-(4-(1-methylpiperidin-4-yl)phenyl)quinolin-4-yl)benzo[d]thiazol-5-amine CN1CCC(CC1)C1=CC=C(C=C1)C=1C=C2C(=CC=NC2=CC1)NC=1C=CC2=C(N=CS2)C1